vanillyl-butyl ether C(C1=CC(OC)=C(O)C=C1)OCCCC